BrC=1C(=NC(=CC1)N1CCCCC1)[N+](=O)[O-] 3-Bromo-2-nitro-6-(piperidin-1-yl)pyridine